NC1=C2N=CN(C2=NC(=N1)F)[C@H]1C[C@@H]([C@](O1)(CO)C#C)O (2R,3S,5R)-5-(6-amino-2-fluoro-9H-purin-9-yl)-2-ethynyl-2-(hydroxymeth-yl)tetrahydrofuran-3-ol